(4-chloro-2-(2-methoxy-7-methylquinoxalin-5-yl)-7,8-dihydro-[1,4]dioxino[2',3':3,4]benzo[1,2-d]thiazol-7-yl)methyl (6-methoxypyridin-3-yl)carbamate COC1=CC=C(C=N1)NC(OCC1OC2=C(C3=C(N=C(S3)C3=C4N=CC(=NC4=CC(=C3)C)OC)C(=C2)Cl)OC1)=O